CSC=1SC2=C(N=CN=C2N2CC(CC2)OCCN2CCCCC2)N1 2-methylsulfanyl-7-[3-[2-(1-piperidinyl)ethoxy]pyrrolidin-1-yl]thiazolo[4,5-d]pyrimidine